6-methoxy-5-({6-[(1r,2s)-5'-methoxy-2'-oxo-1',2'-dihydrospiro[cyclopropan-1,3'-indol]-2-yl]-1H-indazol-3-yl}amino)-N-methylpyridine-2-carboxamide COC1=C(C=CC(=N1)C(=O)NC)NC1=NNC2=CC(=CC=C12)[C@@H]1C[C@@]12C(NC1=CC=C(C=C21)OC)=O